4-cyano-N-[2-(1-cyclohexen-1-yl)-4-[1-[(dimethylamino)acetyl]-4-piperidinyl]phenyl]-1H-imidazole-2-carboxamide monohydrochloride Cl.C(#N)C=1N=C(NC1)C(=O)NC1=C(C=C(C=C1)C1CCN(CC1)C(CN(C)C)=O)C1=CCCCC1